S(=O)(=O)(OC1=CC=C(C=C1)OCCCCCC)[O-].[K+] Potassium 4-hexyloxyphenyl sulfate